FC1(C=2N(CC[C@H](C1)O)N=C1C2CN([C@@H](C1)C)C(=O)OC(C)(C)C)F |o1:6| (3R,9R*)-tert-Butyl 11,11-difluoro-9-hydroxy-3-methyl-3,4,8,9,10,11-hexahydro-1H-pyrido[4',3':3,4]pyrazolo[1,5-a]azepine-2(7H)-carboxylate